C(C1=CC=CC=C1)OC(=O)N[C@H](C(=O)O)COC1CCC1 (2S)-2-(benzyloxycarbonylamino)-3-(cyclobutoxy)propionic acid